[NH4+].P(=O)(OCCN(CC1=CC=C(C=C1)COC)C(CCC1=CC(=CC=C1)OCCCCCCCCCC)=O)(O)O 2-({3-[3-(Decyloxy)phenyl]propanoyl}[4-(methoxymethyl)benzyl]amino)ethyl dihydrogen phosphate ammonium salt